{3-[(1,3-benzothiazol-2-yl)amino]-4-methyl-5H,6H,7H,8H-pyrido[2,3-C]pyridazin-8-yl}-5-(3-{4-[2-(pyrrolidin-1-yl)ethoxy]phenoxy}propyl)-1,3-thiazole-4-carboxylic acid S1C(=NC2=C1C=CC=C2)NC2=C(C1=C(N=N2)N(CCC1)C=1SC(=C(N1)C(=O)O)CCCOC1=CC=C(C=C1)OCCN1CCCC1)C